FC(C1=CC=C(C=N1)N1CC(CC2=CC=CC=C12)CNC(CC)=O)F N-((1-(6-(difluoromethyl)pyridin-3-yl)-1,2,3,4-tetrahydroquinolin-3-yl)methyl)propionamide